2-fluoro-4-((9-(3,3,5-trimethyl-2,3-dihydro-1H-pyrrolo[3,2-b]pyridine-1-carbonyl)-3,9-diazaspiro[5.5]undecan-3-yl)methyl)benzonitrile FC1=C(C#N)C=CC(=C1)CN1CCC2(CC1)CCN(CC2)C(=O)N2CC(C1=NC(=CC=C12)C)(C)C